1-(2-chloro-4-(1-(2,6-dichlorophenyl)azetidin-3-yl)-6-methylbenzyl)piperidine-4-carboxylic acid ClC1=C(CN2CCC(CC2)C(=O)O)C(=CC(=C1)C1CN(C1)C1=C(C=CC=C1Cl)Cl)C